(1R,7S,8r)-8-acetamido-4-azabicyclo[5.1.0]octane-4-carboxylic acid benzyl ester C(C1=CC=CC=C1)OC(=O)N1CC[C@H]2C([C@H]2CC1)NC(C)=O